N-(1-(3-(1H-pyrazol-4-yl)-5-(thiophen-2-yl)phenyl)ethyl)-5-(aminomethyl)-2-methylbenzamide N1N=CC(=C1)C=1C=C(C=C(C1)C=1SC=CC1)C(C)NC(C1=C(C=CC(=C1)CN)C)=O